C(C)(C)(C)C=1C=CC=2N(C3=CC=C(C=C3C2C1)C(C)(C)C)C1=C(C(=CC(=C1)C(C)(CC(C)(C)C)C)C1=CC(=CC=C1)Cl)O 3-(3,6-di-tert-butyl-9H-carbazol-9-yl)-3'-chloro-5-(2,4,4-trimethylpentan-2-yl)biphenyl-2-ol